NC1=NC=CC=C1C1=NC2=C(N1C1=CC=C(CNC(=O)C=3C=C(C=CC3)CC(=O)OC)C=C1)C=C(C=C2)OC methyl 2-(3-((4-(2-(2-aminopyridin-3-yl)-6-methoxy-1H-benzo[d]imidazol-1-yl)benzyl)carbamoyl)phenyl)acetate